CN(N=C(C)C)/C=C/C(=O)OCC Ethyl (2E)-3-[1-methyl-2-(propan-2-ylidene)hydrazinyl]-prop-2-enoate